ClC1=C(C=C(C=C1)OC1=CC=C(C=C1)C(F)(F)F)NC(=O)C1N(C(CC1)=O)C N-(2-Chloro-5-(4-(trifluoromethyl)phenoxy)phenyl)-1-methyl-5-oxopyrrolidine-2-carboxamide